C(C)(C)(C)OC(=O)N1CCC(CC1)(C=1N=NN(C1)[C@@H]1CC[C@H](CC1)C(=O)OC)O.C(#N)C1=CC=C(NC2=NC=CC(N2)=O)C=C1 2-(4-cyanoanilino)pyrimidin-4-one tert-Butyl-4-hydroxy-4-{1-[trans-4-(methoxycarbonyl)cyclohexyl]-1H-1,2,3-triazol-4-yl}piperidine-1-carboxylate